C(\C=C\C(=O)O)(=O)O.N12C=CCN=C2CCCC1 1,5-diazabicyclo[4.4.0]decene-5-ene fumaric acid salt